(R)-1-(2-fluoro-3-(difluoroethyl)phenyl)ethan-1-amine hydrochloride Cl.FC1=C(C=CC=C1CC(F)F)[C@@H](C)N